COC1=CC=C(C=C1)NCNC1=CC=C(OC)C=C1 dianisidinomethane